((1r,3s)-3-ethyl-3-hydroxycyclobutyl)methanone C(C)C1(CC(C1)C=O)O